3-((((1R,2R,3s,4R)-2,3-dihydroxy-4-(4-(methylamino)-7H-pyrrolo[2,3-d]pyrimidin-7-yl)cyclopentyl)methyl)amino)-N-phenethylpropanamide O[C@@H]1[C@H](C[C@H]([C@@H]1O)N1C=CC2=C1N=CN=C2NC)CNCCC(=O)NCCC2=CC=CC=C2